N-{4-[2-(2-chloro-4-nitrophenyl)acetamido]pyridin-2-yl}-N-(3,4-difluorophenyl)acetamide ClC1=C(C=CC(=C1)[N+](=O)[O-])CC(=O)NC1=CC(=NC=C1)N(C(C)=O)C1=CC(=C(C=C1)F)F